C(C=C)C1(C(O[B-]2(OC1=O)OC(C(C(O2)=O)(F)CC=C)=O)=O)F.[Li+] lithium 3,9-diallyl-3,9-difluoro-2,4,8,10-tetraoxo-1,5,7,11-tetraoxa-6-boraspiro[5.5]undecan-6-uide